NC(CO)C (-)-2-amino-1-propanol